4-Cyclohexene-1,2-dicarboxylic acid, calcium salt [Ca+2].C1(C(CC=CC1)C(=O)[O-])C(=O)[O-]